(R,E)-tert-Butyl 2-(4-(4-methoxy-4-oxobut-2-en-2-yl)phenyl)-3-oxohexahydroimidazo[1,5-a]pyrazine-7(1H)-carboxylate COC(/C=C(\C)/C1=CC=C(C=C1)N1C(N2[C@@H](CN(CC2)C(=O)OC(C)(C)C)C1)=O)=O